ethyl (S)-2-(1-(2-ethyl-6-(1-methyl-5-((2-oxo-5-propylpyridin-1(2H)-yl)methyl)-1H-1,2,3-triazol-4-yl)pyridin-3-yl)-2-oxopiperidin-3-yl)acetate C(C)C1=NC(=CC=C1N1C([C@@H](CCC1)CC(=O)OCC)=O)C=1N=NN(C1CN1C(C=CC(=C1)CCC)=O)C